Ethyl 2-(2,6-diethoxy-4-((4-(4-(trifluoromethyl) benzyl) piperazin-1-yl) methyl) phenoxy)-2-methylpropionate C(C)OC1=C(OC(C(=O)OCC)(C)C)C(=CC(=C1)CN1CCN(CC1)CC1=CC=C(C=C1)C(F)(F)F)OCC